ClC1=NC=C(C(=C1)[C@](C)(CC)N[S@@](=O)C(C)(C)C)C (S)-N-((S)-2-(2-chloro-5-methylpyridin-4-yl)butan-2-yl)-2-methylpropane-2-sulfinamide